CC=1C(=CC2=C(N=C3C(NC(N=C3N2C)=O)=O)C1)C=O 2,3,4,10-Tetrahydro-7,10-dimethyl-2,4-dioxobenzo[g]pteridine-8-carboxaldehyde